5-Pentacosylbenzene-1,3-diol C(CCCCCCCCCCCCCCCCCCCCCCCC)C=1C=C(C=C(C1)O)O